CC1(C2=CC=CC=C2C=2C=CC(=CC12)C(=O)N)C 9,9-dimethylfluorene-2-carboxamide